3-(4-ethoxyphenyl)acrylate C(C)OC1=CC=C(C=C1)C=CC(=O)[O-]